Cl.FC=1C=C(C=CC1OC1=CC=NC2=CC(=C(N=C12)OC)C=1C=NC=CC1)NC(=O)C1=CN(C(=C(C1=O)C1=CC=C(C=C1)F)C)C(C)C N-[3-Fluoro-4-[(6-methoxy-7-pyridin-3-yl-1,5-naphthyridin-4-yl)oxy]phenyl]-5-(4-fluorophenyl)-6-methyl-4-oxo-1-propan-2-ylpyridine-3-carboxamide hydrochloride